2,3-bis[2-(2-pyridyl)ethylthio]Propan-1-ol N1=C(C=CC=C1)CCSC(CO)CSCCC1=NC=CC=C1